2-(8-(2',5'-difluoro-[1,1'-biphenyl]-4-yl)-7-oxo-2-oxa-6,8-diazaspiro[3.5]nonan-6-yl)-4-methylthiazole-5-sulfonamide FC1=C(C=C(C=C1)F)C1=CC=C(C=C1)N1C(N(CC2(COC2)C1)C=1SC(=C(N1)C)S(=O)(=O)N)=O